FC1=C(C(=CC=C1)F)[C@@H](CC1=NC(=NC(=N1)N[C@@H](CO)CC(C)C)NS(=O)(=O)C)C N-(4-((R)-2-(2,6-difluorophenyl)propyl)-6-(((R)-1-hydroxy-4-methylpent-2-yl)amino)-1,3,5-triazin-2-yl)methanesulfonamide